7-bromo-6-chloro-1-(4-methoxybenzyl)-4-(1,4-dioxaspiro[4.5]dec-7-en-8-yl)-1H-pyrazolo[4,3-c]pyridine BrC=1C2=C(C(=NC1Cl)C1=CCC3(OCCO3)CC1)C=NN2CC2=CC=C(C=C2)OC